2-{(E)-[(3-hydroxyphenyl)imino]methyl}-4-nitrophenol OC=1C=C(C=CC1)\N=C\C1=C(C=CC(=C1)[N+](=O)[O-])O